C(C)OCCCOC=C(C)C1=CC(=CC=C1)C(=COCC(C)C)C 1-(1-(3-ethoxypropoxy)prop-1-en-2-yl)-3-(1-isobutoxyprop-1-en-2-yl)benzene